NC1(CC1)CNC1=NC(=C2C(=N1)N(N=C2)C)NC=2C=NC(=CC2)C(F)(F)F 6-N-[(1-aminocyclopropyl)methyl]-1-methyl-4-N-[6-(trifluoromethyl)pyridin-3-yl]pyrazolo[3,4-d]pyrimidine-4,6-diamine